ethyl piperidine-4-carboxylate HCl salt Cl.N1CCC(CC1)C(=O)OCC